3-[4-[4-[1-[[2-chloro-6-methoxy-4-(6-methyl-7-oxo-1H-pyrazolo[3,4-c]pyridin-4-yl)phenyl]methyl]-4-piperidinyl]-1-piperidinyl]-3-fluoro-anilino]piperidine-2,6-dione ClC1=C(C(=CC(=C1)C=1C2=C(C(N(C1)C)=O)NN=C2)OC)CN2CCC(CC2)C2CCN(CC2)C2=C(C=C(NC1C(NC(CC1)=O)=O)C=C2)F